3-(2-amino-[1,2,4]triazolo[1,5-a]pyridin-7-yl)-2-fluoro-N-(1-fluoro-4-(4-fluorophenyl)-4-hydroxybut-2-yl)-6-methylbenzamide NC1=NN2C(C=C(C=C2)C=2C(=C(C(=O)NC(CF)CC(O)C3=CC=C(C=C3)F)C(=CC2)C)F)=N1